FC(C[C@@H](C(=O)N[C@@H](C[C@H]1C(NCC1)=O)C(CO)=O)NC(=O)C=1NC2=C(C=C(C=C2C1)F)F)(C)F N-[(2S)-4,4-difluoro-1-({(2S)-4-hydroxy-3-oxo-1-[(3S)-2-oxopyrrolidin-3-yl]butan-2-yl}amino)-1-oxopentan-2-yl]-5,7-difluoro-1H-indole-2-carboxamide